C(C)C(COP(O)(=O)CC(CCCC)CC)CCCC (2-ethylhexyl)phosphonic acid mono-2-ethylhexyl ester